C(C)C(CNC(=NC1CCCCC1)NC1CCCCC1)CCCC 1-(2-ethylhexyl)-2,3-dicyclohexylguanidine